[2-methyl-6-(tetrahydropyran-4-ylidenemethyl)phenyl]boronic acid CC1=C(C(=CC=C1)C=C1CCOCC1)B(O)O